2-(2,6-dioxopiperidin-3-yl)-5-(4-fluoro-4-((4-(1-(5-methoxy-2-(1-methyl-1H-pyrazol-4-yl)-4-nitrophenyl)piperidin-4-yl)piperazin-1-yl)methyl)piperidin-1-yl)isoindoline-1,3-dione O=C1NC(CCC1N1C(C2=CC=C(C=C2C1=O)N1CCC(CC1)(CN1CCN(CC1)C1CCN(CC1)C1=C(C=C(C(=C1)OC)[N+](=O)[O-])C=1C=NN(C1)C)F)=O)=O